C(C1=CC=CC=C1)(=O)C1=C(C(=C2C=CC(=CN12)C)N1C(C=CC(=C1)C)=O)C1=CC=CC=C1 1-(3-benzoyl-6-methyl-2-phenylindolizin-1-yl)-5-methylpyridin-2(1H)-one